FC1=C(C=CC=C1)P(N(P(C1=CC=C(C=C1)[Si](CCCC)(CCCC)CCCC)C1=C(C=CC=C1)C)C)C1=CC=C(C=C1)[Si](CCCC)(CCCC)CCCC 1-(2-fluorophenyl)-N-methyl-N-(o-tolyl(4-(tributylsilyl)phenyl)phosphaneyl)-1-(4-(tributylsilyl)phenyl)phosphanamine